FC=1C(=C(C=C2C(N(C=NC12)[C@H]1CCOC[C@@H]1O)=O)CC1=CC(=C(C=C1)C(NC)=O)F)C 1,5-anhydro-2,3-dideoxy-3-(8-fluoro-6-(3-fluoro-4-(methylcarbamoyl)benzyl)-7-methyl-4-oxoquinazolin-3(4H)-yl)-L-threo-pentitol